F[C@@H]1CN(CC1)C1CC2(CCCO2)CCC1NC 7-((S)-3-fluoropyrrolidin-1-yl)-N-methyl-1-oxaspiro[4.5]decane-8-amine